N-(2-Cyclopropylethyl)-4-methoxy-1H-benzo[d]imidazole-1-carboxamide C1(CC1)CCNC(=O)N1C=NC2=C1C=CC=C2OC